ClC1=CC=C(OC2=CC=CC=3CCNCCC32)C=C1 6-(4-Chlorophenoxy)-1,2,4,5-tetrahydro-3H-benzo[d]azepine